[Na].[Na].[Se].[Se] diselenium disodium salt